1H-benzo[d]imidazol-4-ol N1C=NC2=C1C=CC=C2O